trans-N-(3-(1-Cyclopropyl-1H-pyrazol-4-yl)phenyl)-N-((trans-4-(4-methoxy-3-methylphenyl)cyclohexyl)methyl)-4-(5-oxo-4,5-dihydro-1,2,4-oxadiazol-3-yl)cyclohexanecarboxamide C1(CC1)N1N=CC(=C1)C=1C=C(C=CC1)N(C(=O)[C@@H]1CC[C@H](CC1)C1=NOC(N1)=O)C[C@@H]1CC[C@H](CC1)C1=CC(=C(C=C1)OC)C